C(C)(C)C1=CC=C(\C=N\NC(NC)=S)C=C1 (E)-2-(4-isopropylbenzylidene)-N-methylhydrazine-1-carbothioamide